tert-Butyl((1R,2R)-1-(furan-2-yl)-1-hydroxypropan-2-yl)carbamate C(C)(C)(C)OC(N[C@@H]([C@@H](O)C=1OC=CC1)C)=O